(3S)-N-((2S)-4-(cyclopropylamino)-3-hydroxy-4-oxo-1-((S)-2-oxopyrrolidin-3-yl)butan-2-yl)-1,2,3,4-tetrahydroisoquinoline-3-carboxamide TFA salt OC(=O)C(F)(F)F.C1(CC1)NC(C([C@H](C[C@H]1C(NCC1)=O)NC(=O)[C@H]1NCC2=CC=CC=C2C1)O)=O